Cyclobutyl 3-{[(2E)-3-(benzenesulfonyl) prop-2-en-1-yl] carbamoyl}-2-oxo-1,2,5,6,7,8-hexahydro-1,6-naphthyridine-6-carboxylate C1(=CC=CC=C1)S(=O)(=O)/C=C/CNC(=O)C=1C(NC=2CCN(CC2C1)C(=O)OC1CCC1)=O